Cl.O1N=CNC1=O 1,2,4-oxadiazol-5(4H)-one hydrochloride